5-amino-8-[2-(hydroxymethyl)-6-methyl-4-pyridinyl]-2-[(4-methyl-1,2,5-oxadiazol-3-yl)methyl]-7-phenyl-[1,2,4]triazolo[4,3-c]pyrimidin-3-one NC1=NC(=C(C=2N1C(N(N2)CC2=NON=C2C)=O)C2=CC(=NC(=C2)C)CO)C2=CC=CC=C2